4-trifluoromethyl-2,6-dichloronicotinonitrile FC(C1=CC(=NC(=C1C#N)Cl)Cl)(F)F